C1(=CC=CC=C1)C=1C=C(C=O)C(=CC1C=O)C 3-phenyl-6-methylterephthalaldehyde